C(C=C)(=O)N1CCC(CC1)COC=1C(C=C(OC1)CN1CC2=CC=CC=C2C1)=O 5-((1-acryloylpiperidin-4-yl)methoxy)-2-(isoindolin-2-ylmethyl)-4H-pyran-4-one